C(C)(C)(C)OC(=O)C1=C(N=C(S1)NC(=O)C1CC(C1)NC(C1=CC(=CC=C1)C=1N=NN(N1)C)=O)C tert-Butyl-4-methyl-2-((1s,3s)-3-(3-(2-methyl-2H-tetrazol-5-yl)benzamido)cyclobutane-1-carboxamido)thiazole-5-carboxylate